(R)-N-(4-(3-((5-morpholino-6-(1H-pyrazol-4-yl)-[1,2,4]triazolo[1,5-a]pyridin-2-yl)amino)piperidine-1-carbonyl)phenyl)acrylamide O1CCN(CC1)C1=C(C=CC=2N1N=C(N2)N[C@H]2CN(CCC2)C(=O)C2=CC=C(C=C2)NC(C=C)=O)C=2C=NNC2